2,4,6-trimethylbenzoyl-phenyl-phosphonic acid sodium [Na].CC1=C(C(=O)C2=C(C=CC=C2)P(O)(O)=O)C(=CC(=C1)C)C